4-(5,5-difluoro-4-hydroxy-3-(trifluoromethyl)-4,5,6,7-tetrahydro-1H-indol-1-yl)-2-fluorobenzonitrile FC1(C(C=2C(=CN(C2CC1)C1=CC(=C(C#N)C=C1)F)C(F)(F)F)O)F